OCC=1C=CC(=NC1)COC1=NN=C(S1)C1=C(C(=O)N)C(=CC(=N1)C)C1=C(C=CC=C1)OC (5-((5-(hydroxymethyl)pyridin-2-yl)methoxy)-1,3,4-thiadiazol-2-yl)-4-(2-methoxyphenyl)-6-methylnicotinamide